1-(4-(tert-butoxy)-4-oxobutyl)-4-(ethoxycarbonyl)quinuclidin-1-ium bromide [Br-].C(C)(C)(C)OC(CCC[N+]12CCC(CC1)(CC2)C(=O)OCC)=O